C(C)OC1=CC=C(C=N1)C1=CN(C2=CC(=CC=C12)NC(C1=CC(=C(C=C1)C)NC1=NC=CC(=N1)C1=CC(=CC=C1)F)=O)C N-(3-(6-Ethoxypyridin-3-yl)-1-methyl-1H-indol-6-yl)-3-((4-(3-fluorophenyl)pyrimidin-2-yl)amino)-4-methylbenzamide